C(C)(C)C1=C(NC2=CC=C(C=C12)C1CN(C1)CCOC)C=1C(=C(C=2N(C1)C=NN2)C)C 6-(3-Isopropyl-5-(1-(2-methoxyethyl)azetidin-3-yl)-1H-indol-2-yl)-7,8-dimethyl-[1,2,4]triazolo[4,3-a]pyridin